5-bromo-1-methyl-2-(trifluoromethyl)-1H-benzo[d]imidazole BrC1=CC2=C(N(C(=N2)C(F)(F)F)C)C=C1